CC1=CC(=NC=C1)C1=CC=C(C=C1)CC(=O)NC=1SC(=CN1)C 2-(4-(4-Methylpyridin-2-yl)phenyl)-N-(5-methylthiazol-2-yl)acetamide